(R)-6-(2-hydroxy-2-(3-(oxazol-5-yl)phenyl)acetyl)-2-(1-phenylcyclopropyl)-5,6,7,8-tetrahydropyrido[4,3-d]pyrimidin-4(3H)-one O[C@@H](C(=O)N1CC2=C(N=C(NC2=O)C2(CC2)C2=CC=CC=C2)CC1)C1=CC(=CC=C1)C1=CN=CO1